6-bromo-benzo[b]thiophene BrC=1C=CC2=C(SC=C2)C1